BrC1=C(C(=NC=C1F)N)F 4-bromo-3,5-difluoropyridin-2-amine